C(C)(C)(C)N[C@@H]1CN(CC1)C1=CC=C2C(=N1)OCC=1C=C(C=CC12)C=1C=NN(C1)C1OCCCC1 (3S)-N-tert-butyl-1-{8-[1-(oxan-2-yl)pyrazol-4-yl]-6H-isochromeno[3,4-b]pyridin-3-yl}pyrrolidin-3-amine